2-methyl-4-(trifluoromethyl)benzenesulfonyl chloride CC1=C(C=CC(=C1)C(F)(F)F)S(=O)(=O)Cl